2-(4-(2-((5-chloropyridin-2-yl)methyl)-2H-tetrazol-5-yl)phenylsulfonylamino)acetamide ClC=1C=CC(=NC1)CN1N=C(N=N1)C1=CC=C(C=C1)S(=O)(=O)NCC(=O)N